C1=CC=CC=2C3=CC=CC=C3N(C12)C1=CC=2C=CC=CC2C=2C=CC3=C(N=CN3C3=CC(=CC(=C3)F)F)C12 4-(9H-carbazole-9-yl)-1-(3,5-difluorophenyl)-1H-phenanthroimidazole